trimethyloxonium tetrafluoroborate F[B-](F)(F)F.C[O+](C)C